6-chloro-3-(((1R)-1-(2-cyano-3-(2-(2-fluoroethyl)morpholino)-7-methylquinoxalin-5-yl)ethyl)amino)picolinic acid ClC1=CC=C(C(=N1)C(=O)O)N[C@H](C)C1=C2N=C(C(=NC2=CC(=C1)C)C#N)N1CC(OCC1)CCF